tert-butyl 2-(((R)-1-((benzyloxy)methyl)-2,2-difluorocyclopropyl)methoxy)-4-((R)-2-methylazepan-1-yl)-5,7-dihydro-6H-pyrrolo[3,4-d]pyrimidine-6-carboxylate C(C1=CC=CC=C1)OC[C@@]1(C(C1)(F)F)COC=1N=C(C2=C(N1)CN(C2)C(=O)OC(C)(C)C)N2[C@@H](CCCCC2)C